2-((7-(1-(adamantan-1-ylmethyl)-5-methyl-1H-pyrazol-4-yl)-8-(methoxycarbonyl)imidazolo[1,2-a]pyridin-3-yl)amino)nicotinic acid C12(CC3CC(CC(C1)C3)C2)CN2N=CC(=C2C)C2=C(C=3N(C=C2)C(=CN3)NC3=C(C(=O)O)C=CC=N3)C(=O)OC